8-amino-3-((dimethylamino)methyl)-7-(3-methoxy-2,6-dimethylphenyl)-7H-imidazo[1,2-c]pyrrolo[3,2-e]pyrimidine-9-carboxamide NC1=C(C=2C=3N(C=NC2N1C1=C(C(=CC=C1C)OC)C)C(=CN3)CN(C)C)C(=O)N